9H-fluorenylamine C1(=CC=CC=2C3=CC=CC=C3CC12)N